1-(5-bromo-2-((S)-3-(3-chloropyridin-2-yloxy)pyrrolidin-1-yl)phenyl)ethanol BrC=1C=CC(=C(C1)C(C)O)N1C[C@H](CC1)OC1=NC=CC=C1Cl